NCC=1C=C(C=CC1)C=1C=CC2=C(C(=C(O2)CCC)COC2=C(C=CC=C2)CC(=O)O)C1 2-(2-((5-(3-(aminomethyl)phenyl)-2-propylbenzofuran-3-yl)methoxy)phenyl)acetic acid